7-(2-ethoxy-2-oxoethyl)-5,6,7,8-tetrahydro-2,7-naphthyridine-3-carboxylic acid C(C)OC(CN1CCC=2C=C(N=CC2C1)C(=O)O)=O